ethanethioate hydrochloride Cl.C(C)(O)=S